4-[5-(difluoromethyl)-3-fluoropiperidine-2-carbonyl]-10,10-dimethyl-9-oxo-1-oxa-4-azaspiro[5.5]undec-7-ene-8-carbonitrile FC(C1CC(C(NC1)C(=O)N1CCOC2(C1)C=C(C(C(C2)(C)C)=O)C#N)F)F